2-(4-bromophenyl)phenanthroimidazole tert-butyl-4-[2-[5-[8-(1,3-dimethyl-2-oxo-benzimidazol-5-yl)-3-isoquinolyl]-2-pyridyl]ethyl]piperidine-1-carboxylate C(C)(C)(C)OC(=O)N1CCC(CC1)CCC1=NC=C(C=C1)C=1N=CC2=C(C=CC=C2C1)C1=CC2=C(N(C(N2C)=O)C)C=C1.BrC1=CC=C(C=C1)C=1NC2=C(N1)C=1C=CC=3C=CC=CC3C1C=C2